3-fluoro-N-(methyl(oxo)(pyridin-4-yl)-λ6-sulfaneylidene)-4-(5-(trifluoromethyl)-1,2,4-oxadiazol-3-yl)benzamide FC=1C=C(C(=O)N=S(C2=CC=NC=C2)(=O)C)C=CC1C1=NOC(=N1)C(F)(F)F